C(#N)C1=CC(=NC=C1)N1C=C(C2=C1N=CN=C2N2[C@H](CN(CC2)C(=O)OC(C)(C)C)C)C2CC2 tert-butyl (S)-4-(7-(4-cyanopyridin-2-yl)-5-cyclopropyl-7H-pyrrolo[2,3-d]pyrimidin-4-yl)-3-methylpiperazine-1-carboxylate